O[C@H](COC=1C=C(C=CC1)S(=O)(=O)NCC1CNCCC1)CNC1COC2(C1)CCN(CC2)S(=O)(=O)C2=CC1=CC=C(C=C1C=C2)OC 3-((2S)-2-hydroxy-3-(8-(6-methoxynaphthalen-2-ylsulfonyl)-1-oxa-8-azaspiro[4.5]dec-3-ylamino)propoxy)-N-(piperidin-3-ylmethyl)benzenesulfonamide